C(CC(=O)O)C(C(=O)O)O (+/-)-2-Hydroxyglutaric acid